(4R,4aS,8aR,13bS)-3-(cyclopropylmethyl)-4a-hydroxy-1,2,3,4,4a,5,6,7-octahydro-4,13-methanobenzofuro[2,3-c]pyrido[4,3-d]azepin-8(8aH)-one C1(CC1)CN1[C@H]2[C@]3([C@@]4([C@H](C(NCC3)=O)OC3=C4C(=CC=C3)C2)CC1)O